4-(sec-butoxymethyl)-2-methoxyphenol C(C)(CC)OCC1=CC(=C(C=C1)O)OC